CN1N=C2C(=NC(=CC2=C1)C(=O)OC)C methyl 2,7-dimethyl-2H-pyrazolo[3,4-c]pyridine-5-carboxylate